CN1[C@@](CCC1)(C)/C=C/S(=O)(=O)[N-]C(NC1=C2CCCC2=CC=2CCCC12)=O.[Na+] Sodium (R,E)-((2-(1,2-dimethylpyrrolidin-2-yl)vinyl)sulfonyl)((1,2,3,5,6,7-hexahydro-s-indacen-4-yl)carbamoyl)amide